[N].NCC(=O)O Glycine Nitrogen